CN(CCC=1N=C(C(N(C1)[C@H](C(=O)OC)CC(C)C)=O)OC)C methyl (S)-2-(5-(2-(dimethylamino) ethyl)-3-methoxy-2-oxopyrazin-1(2H)-yl)-4-methylpentanoate